CC1=CC=C(C=C1)S(=O)(=O)N\N=C\1/CC(OCC1)C (Z)-4-methyl-N'-(2-methyltetrahydro-4H-pyran-4-ylidene)benzenesulfonohydrazide